C(CCC)OCCOCCOCCOCCO tetraethylene glycol monon-butyl ether